COCCC1=NN(C(=N1)C1=CC2=C(N(C=N2)CCO)C=C1)CC(F)(F)F 2-{5-[3-(2-methoxyethyl)-1-(2,2,2-trifluoroethyl)-1H-1,2,4-triazol-5-yl]-1H-benzimidazol-1-yl}ethanol